C1(CCC1)C=1C(=NN(C1NC(=O)NC1CC(C1)(F)F)C)C1CC(C1)=O 1-(4-Cyclobutyl-1-methyl-3-(3-oxocyclobutyl)-1H-pyrazol-5-yl)-3-(3,3-difluorocyclobutyl)urea